2-(5-(3-trifluoromethylphenyl)-3-ethylsulfonylpyridin-2-yl)-3-chloro-6-trifluoromethyl-1H-pyrrolo[3,2-b]pyridine FC(C=1C=C(C=CC1)C=1C=C(C(=NC1)C1=C(C2=NC=C(C=C2N1)C(F)(F)F)Cl)S(=O)(=O)CC)(F)F